trimethylsilyl (3e)-3-methyl-5-[(trimethylsilyl)oxy]-3,5-hexadienoate C/C(/CC(=O)O[Si](C)(C)C)=C\C(=C)O[Si](C)(C)C